chloro-hexafluorohexanoylperoxide ClC(C(C(=O)OOC(C(C(CCC(F)(F)F)(Cl)F)(F)F)=O)(F)F)(CCC(F)(F)F)F